bis(2-hydroxy-5-aminophenyl)methane OC1=C(C=C(C=C1)N)CC1=C(C=CC(=C1)N)O